N-(1-acetyl-4-piperidinyl)-2-oxo-1,3-dihydrobenzimidazole-5-carboxamide C(C)(=O)N1CCC(CC1)NC(=O)C1=CC2=C(NC(N2)=O)C=C1